7-((2,2-difluorocyclobutyl)methyl)-5-fluoro-2-(((3S,4R)-3-hydroxytetrahydro-2H-pyran-4-yl)amino)pyrrolo[2,1-f][1,2,4]triazine-6-carbonitrile FC1(C(CC1)CC1=C(C(=C2C=NC(=NN21)N[C@H]2[C@@H](COCC2)O)F)C#N)F